OC1=CC=C(C=C1)C1(C2=CC=C(C=C2C=2C=C(C=CC12)O)O)C1=CC=C(C=C1)O 9,9-bis(4-hydroxyphenyl)-fluorene-3,6-diol